ClC1=C(C(=O)NC2=C3C=NN(C3=CC=C2)C=2C=NC=C(C2)C)C=C(C=C1)CNC(C(CO)(C)C)=O 2-chloro-5-{[(3-hydroxy-2,2-dimethylpropanoyl)amino]methyl}-N-[1-(5-methylpyridin-3-yl)-1H-indazole-4-yl]benzamide